N-[3-[7-fluoro-2-(4-fluorophenyl)-5-(trifluoromethyl)-1H-indol-3-yl]cyclobutyl]-2-hydroxy-2-methyl-propanamide FC=1C=C(C=C2C(=C(NC12)C1=CC=C(C=C1)F)C1CC(C1)NC(C(C)(C)O)=O)C(F)(F)F